C(C1=CC=CC=C1)C=1C=C(C(=C(C1)O)C1CCCCC1)O 5-Benzyl-2-cyclohexylbenzene-1,3-diol